OCCN1CCN(CC1)C1=CC=C(C=N1)N1C(NC2=C1C=CC=C2)=O 1-(6-(4-(2-hydroxyethyl)piperazin-1-yl)pyridin-3-yl)-1H-benzo[d]imidazol-2(3H)-one